6-tert-butyl-3-chloro-1,2,3-triazine C(C)(C)(C)C=1C=CN(NN1)Cl